3-[3-(cyanomethoxy)phenyl]-1-isopropyl-N-(3-methyl-1,1-dioxo-thietan-3-yl)pyrazolo[4,3-b]pyridine-6-carboxamide C(#N)COC=1C=C(C=CC1)C1=NN(C=2C1=NC=C(C2)C(=O)NC2(CS(C2)(=O)=O)C)C(C)C